Cl.C1NCC=2N=NC=3CCCCC3C21 2,3,6,7,8,9-Hexahydro-1H-pyrrolo[3,4-c]cinnoline hydrochloride